C1(CC1)C1=CC(=C(C=C1F)NS(=O)(=O)C1=CNC(=C1)C1=NC=CC=C1)F N-(4-cyclopropyl-2,5-difluoro-phenyl)-5-(2-pyridyl)-1H-pyrrole-3-sulfonamide